isopropyl N-(6-carbamothioyl-5-methoxy-3-pyridyl)carbamate C(N)(=S)C1=C(C=C(C=N1)NC(OC(C)C)=O)OC